4,5,6,7-tetrahydroindole N1C=CC=2CCCCC12